5-amino-1'-(difluoromethyl)-1-(3-hydroxy-2,6-dimethylphenyl)-1H,1'H-[3,3'-bipyrazole]-4-carboxamide NC1=C(C(=NN1C1=C(C(=CC=C1C)O)C)C1=NN(C=C1)C(F)F)C(=O)N